C=CC=CCCCCCC(CC)CC(=O)[O-] 10-dodecadienylacetate